C(#N)C1=C(C=C(C=C1)N1C(N(C2(CCC2)C1=O)C1=CC(=C(C(=O)NC)C=C1)F)=S)C(F)(F)F 4-[7-(4-Cyano-3-trifluoromethylphenyl)-8-oxo-6-thioxo-5,7-diazaspiro[3.4]oct-5-yl]-2-fluoro-N-methylbenzamide